(R)-2-(4-((3,4-Dimethylpiperazin-1-yl)methyl)-6-(trifluoromethyl)-pyridin-2-yl)-6-(3-((4-methyl-4H-1,2,4-triazol-3-yl)methyl)oxetan-3-yl)isoindolin-1-one C[C@@H]1CN(CCN1C)CC1=CC(=NC(=C1)C(F)(F)F)N1C(C2=CC(=CC=C2C1)C1(COC1)CC1=NN=CN1C)=O